C(C)(C)(C)OC(=O)N[C@@H](CS)C(=O)O N-(t-butoxycarbonyl)-L-cysteine